ClC1=CC2=C(N=C(N(C2=O)C2=CC=C(C=C2)C(NC)=O)C2CN(CC2)C(=O)OC(C)(C)C)C=N1 t-butyl 3-(6-chloro-3-(4-(methylcarbamoyl)phenyl)-4-oxo-3,4-dihydropyrido[3,4-d]pyrimidin-2-yl)pyrrolidine-1-carboxylate